3-(3-hydroxypropyl)-5,5-dimethyl-pyrrolidin-2-one OCCCC1C(NC(C1)(C)C)=O